CN1C(=C(C2=CC=C(C=C12)C(N[C@@H](C)C1=CC(=CC=C1)C(F)(F)F)=O)CC1=CC=C(OC(C(=O)O)C)C=C1)C 2-(4-((1,2-dimethyl-6-(((S)-1-(3-(trifluoromethyl)phenyl)ethyl)carbamoyl)-1H-indol-3-yl)methyl)phenoxy)propanoic acid